(S)-2-hexyl-N-((1S,2S)-1-hydroxy-1-phenylpropan-2-yl)-N-methyldecanoamide C(CCCCC)[C@H](C(=O)N(C)[C@H]([C@H](C1=CC=CC=C1)O)C)CCCCCCCC